C(C)(=O)N[C@@H](CCSC)C(=O)O N-acetyl-methionine